6-boc-3,6-diazabicyclo[3.1.1]heptane C(=O)(OC(C)(C)C)N1C2CNCC1C2